aminovaleric acid hydroiodide I.NC(C(=O)O)CCC